C(C)(C)(C)C1=CC=C(OC2CC3(CNC3)CC2)C=C1 6-(4-(tert-Butyl)phenoxy)-2-azaspiro[3.4]octane